CN(S(=O)(=O)NCC(CO[C@@H]1CC[C@@H](CC1)C1=CC=CC=C1)N1C(C=CC=C1)=O)C 1-{1-[(dimethyl-sulfamoyl)amino]-3-{[(CIS)-4-phenylcyclohexyl]oxy}propan-2-yl}-1,2-dihydro-pyridin-2-one